3-(2-methylfuran-3-yl)-1-(4-(trifluoromethyl)benzyl)-1H-indazole CC=1OC=CC1C1=NN(C2=CC=CC=C12)CC1=CC=C(C=C1)C(F)(F)F